CN(C1=CC=C(C=CC2=NC3=CC=CC=C3C2(C)C)C=C1)C (4-dimethylaminostyryl)-3,3-dimethylindole